(3S)-3-amino-7-cyclopropyl-6-[(1-naphthyl)methyl]-1-thia-3a-aza-4-indanone N[C@@H]1CSC2=C(C(=CC(N12)=O)CC1=CC=CC2=CC=CC=C12)C1CC1